di-n-propylaminotriethoxysilane C(CC)N(CCC)[Si](OCC)(OCC)OCC